N-(4-(hydroxymethyl)tetrahydro-2H-pyran-4-yl)-2-methyl-5-((1-methyl-1H-1,2,3-triazol-4-yl)methoxy)benzofuran-3-carboxamide OCC1(CCOCC1)NC(=O)C1=C(OC2=C1C=C(C=C2)OCC=2N=NN(C2)C)C